[Au].[Ag].[Sn] tin-silver-gold